COC=1[C@@H](N=C(C(N1)CC1=CC=CC=C1)OC)C(C)C (2S)-2,5-Dihydro-3,6-dimethoxy-2-(1-methylethyl)-5-(phenylmethyl)pyrazine